(S)-3-(3-(3-((tert-butyldimethylsilyl)oxy)-2-methylpropoxy)-5-methyl-4-nitro-1H-pyrazol-1-yl)-2,6-dimethylpyridine [Si](C)(C)(C(C)(C)C)OC[C@H](COC1=NN(C(=C1[N+](=O)[O-])C)C=1C(=NC(=CC1)C)C)C